(4-(6-aminopyridin-3-yl)phenyl)methanol NC1=CC=C(C=N1)C1=CC=C(C=C1)CO